C(C)OC1=CC=C(C=C1)N1CCN(CC1)C(C1=CC=C(C=C1)NC1=CC=NC2=CC(=CC=C12)C(F)(F)F)=O 1-(4-ethoxyphenyl)-4-{4-[(7-trifluoromethylquinolin-4-yl)amino]benzoyl}piperazine